8h-pyrido[3,4-d]pyrimidine-7-carboxylate N1=CN=CC2=C1CN(C=C2)C(=O)[O-]